(2S)-2-[4-[(Z)-3-(4-Methoxyphenyl)prop-2-enoyl]phenoxy]propanoic acid COC1=CC=C(C=C1)\C=C/C(=O)C1=CC=C(O[C@H](C(=O)O)C)C=C1